ClC=1N=C(C2=C(N1)CCS2(=O)=O)NC2(CCC2)CO chloro-4-((1-(hydroxymethyl)cyclobutyl)amino)-6,7-dihydrothieno[3,2-d]pyrimidine 5,5-dioxide